2,6-Dibromo-N,N-bis(4-methoxybenzyl)pyridin-4-amine BrC1=NC(=CC(=C1)N(CC1=CC=C(C=C1)OC)CC1=CC=C(C=C1)OC)Br